N-((R)-1-(3-amino-5-(trifluoromethyl)phenyl)ethyl)-2-chloro-7-methoxy-6-(((S)-tetrahydrofuran-3-yl)oxy)quinazolin-4-amine NC=1C=C(C=C(C1)C(F)(F)F)[C@@H](C)NC1=NC(=NC2=CC(=C(C=C12)O[C@@H]1COCC1)OC)Cl